4-(4-{[4-(3-Hydroxyprop-1-yn-1-yl)-2-(trifluoromethyl)phenoxy]methyl}-3-methoxyphenyl)-2H,4H,5H,6H,7H-pyrazolo[3,4-b]pyridin-6-one OCC#CC1=CC(=C(OCC2=C(C=C(C=C2)C2C=3C(NC(C2)=O)=NNC3)OC)C=C1)C(F)(F)F